6-chloro-3-methoxypicolinohydrazide ClC1=CC=C(C(=N1)C(=O)NN)OC